ClC1=CC=C(C(=C1S(=O)(=O)N(C)C)O)NC1=C(C(C1=O)=O)NC1(CCCCC1)C=1SC=CC1 6-chloro-3-((3,4-dioxo-2-((1-(thiophen-2-yl)cyclohexyl)amino)cyclobut-1-en-1-yl)amino)-2-hydroxy-N,N-dimethylbenzenesulfonamide